FC(C(=O)O)(F)F.ClC1=C(C=CC=C1)C=1N=C(SC1)NC(C1=NC=C(C=C1)N1CC2(C1)CNC2)=O N-(4-(2-chlorophenyl)thiazol-2-yl)-5-(2,6-diazaspiro[3.3]heptan-2-yl)picolinamide-2,2,2-trifluoroacetate salt